N-propylbutane-1,4-diamine C(CC)NCCCCN